N=1C=CN2N=C(C=CC21)C2=CNC=1N=C(N=CC12)NC1=CC(=NC=C1)N1CCN(CC1)C 5-(imidazo[1,2-b]pyridazin-6-yl)-N-(2-(4-methylpiperazin-1-yl)pyridin-4-yl)-7H-pyrrolo[2,3-d]pyrimidin-2-amine